CC1=NC=C(C(=N1)C(F)(F)F)N1CC2(C1)CN(CC2)C2=NC=C1C(=N2)N(N=C1)CC(F)(F)F 2-[2-methyl-4-(trifluoromethyl)pyrimidin-5-yl]-6-[1-(2,2,2-trifluoroethyl)-1H-pyrazolo[3,4-d]pyrimidin-6-yl]-2,6-diazaspiro[3.4]octane